[Cl-].NC(=[NH2+])NC[C@@H]1C[C@@H](CCC1)C(=O)OC cis-amino(((3-(methoxycarbonyl)cyclohexyl)methyl)amino)methaniminium chloride